O1C=C(C=C1)C=1C=NN(C1)CCC(C(=O)N)N1C(OC2=C1C=CC=C2)=O (2-(4-(furan-3-yl)-1H-pyrazol-1-yl)ethyl)-2-(2-oxobenzo[d]oxazol-3(2H)-yl)acetamide